COC(C1=C(C=C(C(=C1)Cl)C)C1CCOC2=CC(=CC=C12)F)=O 5-chloro-2-(7-fluorochroman-4-yl)-4-methylbenzoic acid methyl ester